NCCN1C(=NC(=C1)CC(=O)OCC)C1=CC=C(C=C1)Br ethyl 2-(1-(2-aminoethyl)-2-(4-bromophenyl)-1H-imidazol-4-yl)acetate